C(C)(C)(C)C1=CC=C(OCC[C@@H]2[C@@H]3C(CC[C@@](C3CCC2=C)(C)CO)C)C=C1 (1R,2R,4aS,5R)-5-(2-(4-(tert-butyl)phenoxy)ethyl)-1-(hydroxymethyl)-1,4-dimethyl-6-methylenedecahydronaphthalene